C(CC(C(CCO)O)O)O 1,3,4,6-hexanetetrol